C(C)(C)NCCCCCCCCCCCCN N-isopropyldodecane-1,12-diamine